endo-2-(4-((4-chlorophenyl)thio)piperidine-1-carbonyl)-7-azabicyclo[2.2.1]heptane-7-carbonitrile ClC1=CC=C(C=C1)SC1CCN(CC1)C(=O)C1C2CCC(C1)N2C#N